N-[1-[[(2-chloroacetyl)-[[(3S)-2-oxo-pyrrolidin-3-yl]methyl]amino]carbamoyl]-3-methyl-butyl]-1H-indole-2-carboxamide ClCC(=O)N(C[C@H]1C(NCC1)=O)NC(=O)C(CC(C)C)NC(=O)C=1NC2=CC=CC=C2C1